1-(but-2-ynyl)quinoxaline-2(1H)-one C(C#CC)N1C(C=NC2=CC=CC=C12)=O